C(C=C)N1N=CC=2C1=NC=C(C2)[N+](=O)[O-] 1-Allyl-5-nitro-1H-pyrazolo[3,4-b]pyridine